C(#N)C1=C(C=C(C=2N=CSC21)C2=CC=C(C=C2)OC(F)(F)F)NC(C=C)=O N-(7-cyano-4-(4-(trifluoro-methoxy)phenyl)benzo[d]-thiazol-6-yl)acrylamide